C(C1=CC=CC=C1)OC1=C(C=NC(=C1C)C1=CC(=CC=C1)Cl)C(=O)O 4-benzyloxy-6-(3-chlorophenyl)-5-methyl-pyridine-3-carboxylic acid